2-((tetrahydrofuran-3-yl)oxy)benzonitrile O1CC(CC1)OC1=C(C#N)C=CC=C1